[Na+].FC=1C=C(C=CC1)C1=CC(=NC=2N1N=CC2C(=O)[O-])COC 7-(3-fluorophenyl)-5-(methoxymethyl)pyrazolo[1,5-a]Pyrimidine-3-carboxylic acid sodium salt